N-((1-(6-(6-(Difluoromethyl)imidazo[1,2-b]pyridazin-3-yl)pyrimidin-4-yl)-4-hydroxy-2,4-dimethylpiperidin-3-yl)methyl)methanesulfonamide FC(C=1C=CC=2N(N1)C(=CN2)C2=CC(=NC=N2)N2C(C(C(CC2)(C)O)CNS(=O)(=O)C)C)F